ClC1=CC(=C(C(=C1)F)NC=1N(C2=NC(=NC=C2N1)N[C@H]1CN(CCC1)C(C)C)C1CCC(CC1)C(=O)N)F (1S,4s)-4-(8-(4-chloro-2,6-difluorophenylamino)-2-((R)-1-isopropylpiperidin-3-ylamino)-9H-purin-9-yl)cyclohexanecarboxamide